2-Chloro-4-fluoro-iodobenzene C1=CC(=C(C=C1F)Cl)I